1-(1-(phenylsulfonyl)-1H-indol-3-yl)ethanone C1(=CC=CC=C1)S(=O)(=O)N1C=C(C2=CC=CC=C12)C(C)=O